[N+](=O)([O-])C1=C(C=CC=C1)N1CCN(CC1)CCCCC1=C2CN(C(C2=CC=C1)=O)C1C(NC(CC1)=O)=O 3-(4-(4-(4-(2-nitrophenyl)piperazin-1-yl)butyl)-1-oxoisoindolin-2-yl)piperidine-2,6-dione